(1S,3aR,6aS)-2-((R)-3-cyclopropyl-2-hydroxypropanoyl)-N-((S)-3-oxo-1-((S)-2-oxopyrrolidin-3-yl)-4-(trifluoromethoxy)butan-2-yl)octahydrocyclopenta[c]pyrrole-1-carboxamide C1(CC1)C[C@H](C(=O)N1[C@@H]([C@@H]2[C@H](C1)CCC2)C(=O)N[C@@H](C[C@H]2C(NCC2)=O)C(COC(F)(F)F)=O)O